(R)-(4-((1-(3-amino-5-(trifluoromethyl)phenyl)ethyl)amino)-6-((2-methoxyethyl)amino)-2-methylquinazoline-7-yl)(morpholino)methanone NC=1C=C(C=C(C1)C(F)(F)F)[C@@H](C)NC1=NC(=NC2=CC(=C(C=C12)NCCOC)C(=O)N1CCOCC1)C